(s)-1-methyl-N-(4-((4-chlorobenzyl)oxy)benzyl)pyrrolidine-3-carboxamide CN1C[C@H](CC1)C(=O)NCC1=CC=C(C=C1)OCC1=CC=C(C=C1)Cl